tellurium-silver [Ag].[Te]